C(#N)C1=CC=C(C=C1)C=1C=C2C(=C(C(N(C2=NC1)CCN1CCOCC1)=O)C(=O)NC1CCC(CC1)C)O 6-(4-cyanophenyl)-4-hydroxy-N-(4-methylcyclohexyl)-1-(2-morpholinoethyl)-2-oxo-1,2-dihydro-1,8-naphthyridine-3-carboxamide